CC1(CC(CC(C1)C)C(=O)NC=1OC2=C(N1)C=CC(=C2)C(F)(F)F)C 3,3,5-Trimethyl-N-[6-(trifluoromethyl)-1,3-benzoxazol-2-yl]cyclohexan-1-carboxamid